C(C)N1CCN(CC1)CC1=C(C=C(C=C1)NC(C1=CC(=C(C=C1)C)O)=O)C(F)(F)F N-(4-((4-ethylpiperazin-1-yl)methyl)-3-(trifluoromethyl)phenyl)-3-hydroxy-4-methylbenzamide